[Pb].[Hg].[Sr] Strontium-mercury-lead